NC1=CC(=C(OC2=NC=CC=C2C2=NC(=NC=C2)N[C@@H]2CN(CCC2)C(=O)OC(C)(C)C)C(=C1)C)F (S)-tert-Butyl 3-((4-(2-(4-amino-2-fluoro-6-methylphenoxy)pyridin-3-yl)pyrimidin-2-yl)amino)piperidine-1-carboxylate